COC(=O)C1=NC(=CC=C1Br)NCCCC1=C(N=NC(=C1C)Cl)Cl D-3-bromo-6-[3-(3,6-dichloro-5-methyl-pyridazin-4-yl)propylamino]pyridine-2-carboxylic acid methyl ester